C1(=CC=CC2=CC=CC=C12)C1CC(CC(C1)=O)=O 5-(1-naphthyl)-1,3-cyclohexanedione